COC=1C(=C2C=CNC2=C(C1)C)CN1N=C2N=C(C=CC2=C1)C#N 2-((5-methoxy-7-methyl-1H-indol-4-yl)methyl)-2H-pyrazolo[3,4-b]pyridine-6-carbonitrile